2,4-dioxo-1,3,8-triazaspiro[4.5]decane-8-carboxamide O=C1NC2(C(N1)=O)CCN(CC2)C(=O)N